6-((1R,2R)-1,2-dihydroxy-3-(4-hydroxy-3,5-dimethylbenzamido)propyl)-4-hydroxytetrahydro-2H-pyran-2-carboxylic acid O[C@H]([C@@H](CNC(C1=CC(=C(C(=C1)C)O)C)=O)O)C1CC(CC(O1)C(=O)O)O